CN(C1=CC=C(C=C1)C1=CN=C(O1)C1=CC=C(C(=O)O)C=C1)C 4-(5-(4-(dimethylamino)phenyl)Oxazol-2-yl)benzoic acid